(S)-4-(1-(2-(4-fluorophenethyl)-5,7-dihydro-4H-thieno[2,3-c]pyran-3-carboxamido)ethyl)benzoic acid FC1=CC=C(CCC2=C(C3=C(COCC3)S2)C(=O)N[C@@H](C)C2=CC=C(C(=O)O)C=C2)C=C1